COCC1NCC=2N(C1)N=CN2 6-(methoxymethyl)-5,6,7,8-tetrahydro-[1,2,4]triazolo[1,5-a]pyrazine